OCC12CN(CC(C1)C2)C(=O)OC(C)(C)C tert-butyl 1-(hydroxymethyl)-3-azabicyclo[3.1.1]heptane-3-carboxylate